2'-nitro-[1,1':4',1'']Terphenyl [N+](=O)([O-])C1=C(C=CC(=C1)C1=CC=CC=C1)C1=CC=CC=C1